OC[C@@H]1C[C@H](C1)NC(OCC1=CC=CC=C1)=O Benzyl [trans-3-(hydroxymethyl)cyclobutyl]carbamate